(2,6-difluorophenyl)-4-((4-(methylcarbamoyl)phenyl)amino)pyridazine-3-carboxamide FC1=C(C(=CC=C1)F)C=1C(=C(N=NC1)C(=O)N)NC1=CC=C(C=C1)C(NC)=O